N,4-bis(2-hydroxypropyl)aniline OC(CNC1=CC=C(C=C1)CC(C)O)C